1-(3,5-difluoro-4-{[3-(1-propanoyl-1,2,3,6-tetrahydropyridin-4-yl)-1-{[2-(trimethylsilyl)ethoxy]methyl}-1H-pyrrolo[2,3-b]pyridin-4-yl]oxy}phenyl)-3-[(3-methyloxetan-3-yl)methyl]urea FC=1C=C(C=C(C1OC1=C2C(=NC=C1)N(C=C2C=2CCN(CC2)C(CC)=O)COCC[Si](C)(C)C)F)NC(=O)NCC2(COC2)C